2-[(2,6-difluoro-4-pyridyl)amino]-5-methyl-N-(2-methylcyclobutyl)thiazole-4-carboxamide FC1=NC(=CC(=C1)NC=1SC(=C(N1)C(=O)NC1C(CC1)C)C)F